C1(=CC=C(C=C1)NC(C(C)(C)C)=O)C N-(p-tolyl)pivalamide